tert-butyl-N-{[(3aR,4R,6R,6aS)-6-{5-bromo-2,4-dichloropyrrolo[2,3-d]pyrimidin-7-yl}-2,2-dimethyl-tetrahydro-3aH-cyclopenta[d][1,3]dioxol-4-yl]methyl}carbamate C(C)(C)(C)OC(NC[C@H]1C[C@H]([C@@H]2OC(O[C@@H]21)(C)C)N2C=C(C1=C2N=C(N=C1Cl)Cl)Br)=O